1-(4-(tert-butyl)phenyl)pent-4-ene-1-one Keto-O-methyloxime O=CON=C(CCC=C)C1=CC=C(C=C1)C(C)(C)C